1-(3-(aminomethyl)phenyl)-N-(5-(3-cyclopropyl-1-phenylprop-1-enyl)-2-fluorophenyl)-3-(trifluoromethyl)-1H-pyrazole-5-carboxamide NCC=1C=C(C=CC1)N1N=C(C=C1C(=O)NC1=C(C=CC(=C1)C(=CCC1CC1)C1=CC=CC=C1)F)C(F)(F)F